4-hydroxy-2,3-dimethoxy-5-(l-1-methoxy-3,7,11-trimethyldodeca-2,6-dienyl)-6-methylcyclohex-2-enone OC1C(=C(C(C(C1C(C=C(CCC=C(CCCC(C)C)C)C)OC)C)=O)OC)OC